3-(2-chlorophenyl)thieno[3',2':4,5]benzo[1,2-d]isoxazole-4,8-dione ClC1=C(C=CC=C1)C1=NOC2=C1C(C1=C(C2=O)C=CS1)=O